dimethoxymethyl-silane octyl-3,5-di-tert-butyl-4-methoxy-hydrocinnamate C(CCCCCCC)OC(CCC1=CC(=C(C(=C1)C(C)(C)C)OC)C(C)(C)C)=O.COC(OC)[SiH3]